2-(2-cyanopropan-2-yl)-N-(4-methyl-3-(2-(methylamino)-8,9-dihydroimidazo[1',2':1,6]pyrido[2,3-d]pyrimidin-6-yl)phenyl)isonicotinamide C(#N)C(C)(C)C=1C=C(C(=O)NC2=CC(=C(C=C2)C)C2=CC3=C(N=C(N=C3)NC)N3C2=NCC3)C=CN1